BrCC1=C(C(=NN1C[C@@H](O[Si](C)(C)C(C)(C)C)C)OCC)I [(1S)-2-[5-(bromomethyl)-3-ethoxy-4-iodo-pyrazol-1-yl]-1-methyl-ethoxy]-tert-butyl-dimethyl-silane